FC1=C2C=CC=C(C2=CC=C1)N1N=CC(=C1C(F)(F)F)C(=O)OCC ethyl 1-(5-fluoronaphthalen-1-yl)-5-(trifluoromethyl)-1H-pyrazole-4-carboxylate